manganese phosphonoamine P(=O)(O)(O)N.[Mn]